tert-butyl (2S,3R,6R)-2,6-dimethyl-3-(((4-(trifluoromethyl)pyrimidin-2-yl)amino)methyl)morpholine-4-carboxylate C[C@H]1[C@H](N(C[C@H](O1)C)C(=O)OC(C)(C)C)CNC1=NC=CC(=N1)C(F)(F)F